3-benzyl-1-bromo-2,4-dioxo-3-azabicyclo[3.1.0]hexane-6-carboxylic acid ethyl ester C(C)OC(=O)C1C2C(N(C(C12Br)=O)CC1=CC=CC=C1)=O